N1C=NC2=C1C=CC(=C2)N2C(OCC2C2=CC=C(C=C2)CCCN(C)C)=O 3-(1H-benzo[d]imidazol-5-yl)-4-(4-(3-(dimethylamino)propyl)phenyl)oxazolidin-2-one